ETHYLMALONATE C(C)C(C(=O)[O-])C(=O)[O-]